10,13-dimethyl-17-(1-(((pyrrolidine-2-carbonyl)oxy)imino)ethyl)-6,7,8,9,10,11,12,13,14,15,16,17-dodecahydro-1H-cyclopenta[a]phenanthren-3(2H)-one CC12C3CCC4(C(CCC4C3CCC2=CC(CC1)=O)C(C)=NOC(=O)C1NCCC1)C